8-(4-chloro-2-fluoro-phenyl)-2,3-dimethyl-6-[2-(2-methyl-4-pyridyl)morpholin-4-yl]pyrimido[5,4-d]pyrimidin-4-one ClC1=CC(=C(C=C1)C1=NC(=NC2=C1N=C(N(C2=O)C)C)N2CC(OCC2)C2=CC(=NC=C2)C)F